C(C)OC1=C(O[C@H]2CN(CCC2)C2=CN=CC(=N2)NC2=NC=CC(=N2)N2CCCC2)C=CC=C1 1-(2-((6-((R)-3-(2-Ethoxyphenoxy)piperidin-1-yl)pyrazin-2-yl)amino)pyrimidin-4-yl)pyrrolidin